ClC1=CC=C2C(=N1)N=C(O2)N2CCN(CC2)C(=O)C=2C=NC(=C(C2)C)OCC2(COC2)CC [4-(5-chlorooxazolo[4,5-b]pyridin-2-yl)piperazin-1-yl]-[6-[(3-ethyloxetan-3-yl)methoxy]-5-methyl-3-pyridyl]methanone